1-(4-cyanophenyl)-3-(3-nitrophenyl)urea C(#N)C1=CC=C(C=C1)NC(=O)NC1=CC(=CC=C1)[N+](=O)[O-]